rac-6-(2-Fluoro-3-methoxyphenyl)-N-((1R,3S)-3-methoxycyclopentyl)-5-methyl-2-(1-methyl-1H-imidazol-2-yl)thieno[2,3-d]pyrimidin-4-amine FC1=C(C=CC=C1OC)C1=C(C2=C(N=C(N=C2N[C@H]2C[C@H](CC2)OC)C=2N(C=CN2)C)S1)C |r|